[4-(4-butylphenyl)phenyl]-1,3-difluoro-5-isothiocyanato-benzene C(CCC)C1=CC=C(C=C1)C1=CC=C(C=C1)C1=C(C=C(C=C1F)N=C=S)F